FC1=C(C=CC(=N1)C(=O)NC)N1[C@H](CN(CC1)CC=1C(=C2NC(C(=NC2=CC1)C)=O)F)C (S)-6-fluoro-5-(4-((5-fluoro-2-methyl-3-oxo-4H-quinoxalin-6-yl)methyl)-2-methylpiperazin-1-yl)-N-methylpyridine-2-carboxamide